4-(5-(3-(1H-pyrazol-1-yl)propyl)-3-acetyl-2-methyl-1H-pyrrol-1-yl)benzonitrile N1(N=CC=C1)CCCC1=CC(=C(N1C1=CC=C(C#N)C=C1)C)C(C)=O